C(C)(C)(C)P(C(C)(C)C)C(C)(C)C tri-tertbutylphosphin